N1C=CC=2C1=NC(=CC2)CN2CCC1(CC2)COC2=C3CN(C(C3=CC=C21)=O)C2C(NC(CC2)=O)=O 3-(1'-((1H-pyrrolo[2,3-b]pyridin-6-yl)methyl)-6-oxo-6,8-dihydro-2H,7H-spiro[furo[2,3-e]isoindole-3,4'-piperidin]-7-yl)piperidine-2,6-dione